3-(METHYLAMINO)PROPANOIC ACID HYDROCHLORIDE Cl.CNCCC(=O)O